(Z)-4-(3-(4-bromo-3-(trifluoromethyl)phenyl)-1,4,4,4-tetrafluorobut-1-en-1-yl)-2-(trifluoromethyl)benzoic acid BrC1=C(C=C(C=C1)C(\C=C(/F)\C1=CC(=C(C(=O)O)C=C1)C(F)(F)F)C(F)(F)F)C(F)(F)F